4-((methylsulfonyl)oxy)cyclohexane-1-carboxylic acid ethyl ester C(C)OC(=O)C1CCC(CC1)OS(=O)(=O)C